N-(2-(trifluoromethyl)phenyl)cyclohexanecarboxamide FC(C1=C(C=CC=C1)NC(=O)C1CCCCC1)(F)F